4-[[2-(3-chlorophenyl)-2-hydroxyethyl]amino]-3-(4-methyl-6-morpholino-1H-benzoimidazol-2-yl)-1H-pyridin-2-one ClC=1C=C(C=CC1)C(CNC1=C(C(NC=C1)=O)C1=NC2=C(N1)C=C(C=C2C)N2CCOCC2)O